B(O)(O)O.[F-].[Li+] lithium fluoride borate